CC1C(CCNCC1)=O 5-methylazepan-4-one